N1=C(C=CC=C1)SS[C@H]1[C@@H](COC1)O |r| racemic-trans-4-(2-pyridyldithio)tetrahydrofuran-3-ol